N1CC2(CC1)CNC1=CC=CC=C12 1,2-dihydrospiro-[indole-3,3'-pyrrolidine]